4-(diethylphosphoryl)-2-[(3R)-3-methylmorpholin-4-yl]-8-(1H-pyrazol-5-yl)-1,7-naphthyridine C(C)P(=O)(CC)C1=CC(=NC2=C(N=CC=C12)C1=CC=NN1)N1[C@@H](COCC1)C